N-(1H-benzo[d]imidazol-6-yl)-2,3-dihydrobenzofuran-2-carboxamide N1C=NC2=C1C=C(C=C2)NC(=O)C2OC1=C(C2)C=CC=C1